C(C)(C)(C)OC(N[C@H]1CN(C[C@@H](C1)F)C(=O)C=1C=C(C=2N(C1)N=C(C2C)C2=CC=1C(=NC(=CC1)Cl)N2CC2CC2)F)=O tert-Butyl-((3R,5R)-1-(2-(6-chloro-1-(cyclopropylmethyl)-1H-pyrrolo[2,3-b]pyridin-2-yl)-4-fluoro-3-methylpyrazolo[1,5-a]pyridine-6-carbonyl)-5-fluoropiperidin-3-yl)carbamate